NCCNC(CN)=O N-(2-aminoethyl)glycine amide